2-((5-methyl-2-(4-(methylthio)phenyl)-1H-imidazol-1-yl)methyl)phenol CC1=CN=C(N1CC1=C(C=CC=C1)O)C1=CC=C(C=C1)SC